3-(4,6-dimethyl-1-oxoisoindolin-2-yl)piperidine-2,6-dione CC1=C2CN(C(C2=CC(=C1)C)=O)C1C(NC(CC1)=O)=O